NC1CCC(CC1)N1C(C=CC=C1)=O 1-((1r,4r)-4-Aminocyclohexyl)pyridin-2(1H)-one